ClC=1C=C(C=CC1Cl)C1=C(C=CC(=C1)F)C1=C(C(=NN1C)C)C(=O)N (3',4'-dichloro-5-fluorobiphenyl-2-yl)-1,3-dimethyl-1H-pyrazole-4-carboxamide